(R)-N-(1,1-dimethylsilazepan-4-yl)-6-methoxy-1H-pyrrolo[2,3-b]pyridine-2-carboxamide C[Si]1(NC[C@@H](CCC1)NC(=O)C1=CC=2C(=NC(=CC2)OC)N1)C